FC1=CC=C(C=C1)[C@@H]1NCCC2=CC=CC=C12 (S)-1-(4-fluorophenyl)-1,2,3,4-tetrahydroisoquinolin